ClC=1C=C2C(=C(C=NC2=C(C1)F)N)C(C)C 6-chloro-8-fluoro-4-isopropylquinolin-3-amine